N1,N1-bis(3-(dimethylamino)propyl)-N3,N3-dimethylpropane-1,3-diamine CN(CCCN(CCCN(C)C)CCCN(C)C)C